NC=1SC2=C(N1)C(=CC=C2F)C2=C(C=C1C(=NC=NC1=C2F)NCCN)Cl N'-[7-(2-amino-7-fluoro-1,3-benzothiazol-4-yl)-6-chloro-8-fluoro-quinazolin-4-yl]ethane-1,2-diamine